1-(difluoromethyl)-N-methyl-[1,2,4]triazolo[4,3-a]quinazolin-5-amine FC(C1=NN=C2N1C1=CC=CC=C1C(=N2)NC)F